4-{[6-(5-chloro-2-fluorophenyl)pyridazin-4-yl]amino}-quinolin-7-yl 4-methylpiperazine-1-carboxylate CN1CCN(CC1)C(=O)OC1=CC=C2C(=CC=NC2=C1)NC1=CN=NC(=C1)C1=C(C=CC(=C1)Cl)F